1,3-diamino-4-hydroxybenzene NC1=CC(=C(C=C1)O)N